1,2-bis(4-tert-butylphenyl)ethane C(C)(C)(C)C1=CC=C(C=C1)CCC1=CC=C(C=C1)C(C)(C)C